C1=C(NC=N1)CC(C(=O)O)N The molecule is an alpha-amino acid that is propanoic acid bearing an amino substituent at position 2 and a 1H-imidazol-4-yl group at position 3. It has a role as a metabolite. It is an alpha-amino acid, a member of imidazoles, an aromatic amino acid and a polar amino acid. It contains a 1H-imidazol-4-ylmethyl group. It is a conjugate base of a histidinium(1+). It is a conjugate acid of a histidinate(1-).